methyl 3-(9-((4-(aminomethyl)-2-(isopropylcarbamoyl)phenyl)carbamoyl)-4,5-dihydrobenzo[b]thieno[2,3-d]oxepin-8-yl)-6-(propylcarbamoyl)picolinate NCC1=CC(=C(C=C1)NC(=O)C1=CC2=C(OCCC3=C2SC=C3)C=C1C=1C(=NC(=CC1)C(NCCC)=O)C(=O)OC)C(NC(C)C)=O